CC1=NC(=CC=C1N1C2=C(SC=3N=CC=C(NC1=O)C32)C(=O)N)OC3=CC=CC=C3 (S)-(2-methyl-6-phenoxypyridin-3-yl)-4-oxo-4,5-dihydro-3H-1-thia-3,5,8-triazaacenaphthylene-2-carboxamide